6,7-dimethoxy-4-(4-(4-methoxyphenyl)piperidin-1-yl)-3-((4-methoxyphenyl)sulfonyl)quinoline COC=1C=C2C(=C(C=NC2=CC1OC)S(=O)(=O)C1=CC=C(C=C1)OC)N1CCC(CC1)C1=CC=C(C=C1)OC